CC(C(N[C@H](CC(CC1=CC=CC=C1)=O)C(=O)N1CCC2(CC1)CN(C1=CC=CC=C12)S(=O)(=O)C)=O)(NC(C(CC)=O)=O)C (4R)-7,7-dimethyl-4-(1-(methylsulfonyl)spiro[indoline-3,4'-piperidine]-1'-carbonyl)-6,9-dioxo-1-phenyl-2,10-dioxo-5,8-diazadodecane